The molecule is a monocarboxylic acid that is the 5-hydroxylated metabolite of diclofenac. It has a role as a drug metabolite and an allergen. It is a dichlorobenzene, a monocarboxylic acid, a member of phenols and a secondary amino compound. It derives from a diclofenac. C1=CC(=C(C(=C1)Cl)NC2=C(C=C(C=C2)O)CC(=O)O)Cl